C(C)(C)(C)OC(=O)NC(=N)N(OS(=O)(=O)C1=C(C=C(C=C1C)C)C)C(=O)OC(C)(C)C N,N'-di-tert-butoxycarbonyl-N'-(2,4,6-trimethylbenzenesulfonyloxy)guanidine